C(C)(C)(C)OC(=O)N1CCN(CC1)C1=NC(=NC=2C[C@]3(CCC12)CC1=CC=CC=C1CC3)S(=O)C 4-((2R)-2'-(methylsulfinyl)-3,4,5',8'-tetrahydro-1H,6'H-spiro[naphthalene-2,7'-quinazoline]-4'-yl)piperazine-1-carboxylic acid tert-butyl ester